(R)-2-(2-((1-isopropylpiperidin-3-yl)amino)-[1,2,4]triazolo[1,5-a]pyrimidin-5-yl)-3-methyl-5-(trifluoromethyl)phenol C(C)(C)N1C[C@@H](CCC1)NC1=NN2C(N=C(C=C2)C2=C(C=C(C=C2C)C(F)(F)F)O)=N1